NC[C@@H](C(=O)NC=1C=C2C=CN=CC2=CC1)C1=CC=C(COC(C2=C(C=C(C=C2)C)C)=O)C=C1 (S)-2,4-Dimethylbenzoic acid 4-(3-amino-1-(isoquinolin-6-ylamino)-1-oxopropan-2-yl)benzyl ester